3-(ethylamino)cyclobut-3-ene-1,2-dithione C(C)NC=1C(C(C1)=S)=S